1,3,6,8-tetrakis(3-methoxycarbonylphenyl)pyrene 11-(2-(dimethylamino)ethyl)-5,17-dihexyl-7,15-dioxo-6,8,14,16-tetraoxa-11-azahenicosanedioate CN(CCN(CCOC(OC(CCCC(=O)O)CCCCCC)=O)CCOC(OC(CCCC(=O)O)CCCCCC)=O)C.COC(=O)C=1C=C(C=CC1)C1=CC(=C2C=CC3=C(C=C(C4=CC=C1C2=C34)C3=CC(=CC=C3)C(=O)OC)C3=CC(=CC=C3)C(=O)OC)C3=CC(=CC=C3)C(=O)OC